ACETOPHENON C(C)(=O)C1=CC=CC=C1